5-(2-{5-[(1R,4R,7R)-7-amino-2-azabicyclo[2.2.1]heptane-2-carbonyl]-7-methoxy-1-methyl-1H-1,3-benzodiazol-2-yl}-1-(cyclopropylmethyl)-1H-indol-6-yl)-2-chlorobenzoic acid N[C@H]1[C@@H]2N(C[C@H]1CC2)C(=O)C2=CC1=C(N(C(=N1)C=1N(C3=CC(=CC=C3C1)C=1C=CC(=C(C(=O)O)C1)Cl)CC1CC1)C)C(=C2)OC